N1=C(C=CC=C1)OC1=C(C(=O)N)C=CC=C1 pyridine-2-oxy-benzamide